[Cl-].C(C(=C)C)(=O)OCC[N+](C)(C)C [2-(methacryloyloxy)-ethyl]-trimethylammonium chloride